C(N)(OC(C)(C)C)=O tert.-butyl carbamate